C(#N)C1=CC=C(CN(C2=C(C(=NC=N2)NCC2C(CN(CC2)CC(=O)N)O)F)CC(C)C)C=C1 2-(4-(((6-((4-cyanobenzyl)(isobutyl)amino)-5-fluoropyrimidin-4-yl)amino)methyl)-3-hydroxypiperidin-1-yl)acetamide